P(O)(O)(=S)O[C@H]1[C@H]([C@@H](O[C@@H]1CO)N1C(=O)N=C(N)C=C1)O cytidine-3'-phosphorothioate